Biphenyl-4-yl-[1,2':1',1'':4'',1''']quaterphenyl-4'-yl-amine C1(=CC=C(C=C1)NC=1C=C(C(=CC1)C1=CC=C(C=C1)C1=CC=CC=C1)C1=CC=CC=C1)C1=CC=CC=C1